2-chloro-N-methyl-9-(tetrahydro-2H-pyran-2-yl)-N-((tetrahydro-2H-pyran-4-yl)methyl)-9H-purin-6-amine ClC1=NC(=C2N=CN(C2=N1)C1OCCCC1)N(CC1CCOCC1)C